[4-[3-bromo-5-(2-methylprop-1-en-1-yl)pyrazol-1-yl]phenyl]-sulfur pentafluoride BrC1=NN(C(=C1)C=C(C)C)C1=CC=C(C=C1)S(F)(F)(F)(F)F